NC=1C(=NC(=CN1)C=1C=NN(C1)C1CCN(CC1)CCCC1CCN(CC1)C(=O)OC(C)(C)C)C(=O)O[C@@H](C(=O)NC1=CC=C(C=C1)F)C1=CC=CC=C1 (R)-2-((4-fluorophenyl)amino)-2-oxo-1-phenylethyl 3-amino-6-(1-(1-(3-(1-(tert-butoxycarbonyl)piperidin-4-yl)propyl)piperidin-4-yl)-1H-pyrazol-4-yl)pyrazine-2-carboxylate